C(CN1C(=NC2=C1C=CC(=C2)C(N)=O)C=2C1=C(SC2C(=O)OCC)C=CC=C1C#N)N1C(=NC2=C1C=CC(=C2)C(N)=O)C=2C1=C(SC2C(=O)OCC)C=CC=C1C#N diethyl 3,3'-(ethane-1,2-diylbis(5-carbamoyl-1H-benzo[d]imidazole-1,2-diyl))bis(4-cyanobenzo[b]thiophene-2-carboxylate)